tert-Butyl-(13-{(1R)-1-[1-benzyl-4-(2,5-difluorophenyl)-1H-imidazol-2-yl]-2,2-dimethylpropyl}-2,2-dimethyl-6,12-dioxo-5-oxa-10-thia-7,13-diaza-2-silahexadecan-16-yl)carbamat C(C)(C)(C)OC(NCCCN(C(CSCCNC(OCC[Si](C)(C)C)=O)=O)[C@H](C(C)(C)C)C=1N(C=C(N1)C1=C(C=CC(=C1)F)F)CC1=CC=CC=C1)=O